NC=1C=CC=C2CCN(CC12)C(=O)OC(C)(C)C t-Butyl 8-amino-3,4-dihydroisoquinoline-2(1H)-carboxylate